N1=CC(=CC=C1)C(C(=O)O)C pyridin-3-yl-propionic acid